hexafluorodimethyl-bisphenol A FC(C(C1=C(C(=C(O)C=C1)C)C)(C(F)(F)F)C1=CC=C(C=C1)O)(F)F